ClC1=CC=C(C(=O)C2=C(C=CC=C2)C=2N(CCN2)C(=O)C2=CC=C(C=C2)OC)C=C1 (2-(2-(4-chlorobenzoyl)phenyl)-4,5-dihydro-1H-imidazol-1-yl)(4-methoxyphenyl)methanone